O=C1NC2(CN(C2)C2=CC=3C(N=C2)=NNC3)CC1 5-{6-oxo-2,5-diazaspiro[3.4]octan-2-yl}-2H-pyrazolo[3,4-b]pyridin